C(C)OC(=O)C=1SC2=C(C1)CC(CC2)(CC)N(C)C(=O)OC(C)(C)C.C2(=CC=CC=C2)P(OC2=CC=CC=C2)C2=CC=CC=C2 diphenyl-(phenoxy)phosphine ethyl-5-[tert-butoxycarbonyl(methyl)amino]-5-ethyl-6,7-dihydro-4H-benzothiophene-2-carboxylate